COC=1C(=CC2=C(N=C(S2)NC(C(OC2=CC=C(C=C2)CCC)C2=CC=C(C=C2)S(=O)(=O)CC)=O)C1)OC N-(5,6-Dimethoxy-benzothiazol-2-yl)-2-(4-ethanesulfonyl-phenyl)-2-(4-propyl-phenoxy)-acetamide